COC(=O)[C@@H]1CN(CC[C@H]1NC(=O)C1=NOC(=N1)C1=C(C=C(C=C1)F)F)C1CCCC1 |r| rac-(3R,4R)-1-cyclopentyl-4-{[5-(2,4-difluoro-phenyl)-[1,2,4]oxadiazole-3-carbonyl]-amino}-piperidine-3-carboxylic acid methyl ester